BrC1=CC(=NC=C1)OC1CC(C1)OC1CCN(CC1)C(C)(C)C1CCN(CC1)C(=O)OC(C)(C)C tert-butyl 4-[1-[4-[3-[(4-bromo-2-pyridyl)oxy]cyclobutoxy]-1-piperidyl]-1-methyl-ethyl]piperidine-1-carboxylate